5-amino-1-(3,4-difluorophenyl)-3-[4-[[(2-methoxybenzoyl)amino]methyl]phenyl]pyrazole-4-carboxamide NC1=C(C(=NN1C1=CC(=C(C=C1)F)F)C1=CC=C(C=C1)CNC(C1=C(C=CC=C1)OC)=O)C(=O)N